9-(2-amino-2-methylpropyl)-N8-(3-chloro-5-(trifluoromethyl)phenyl)-N2-cyclopentyl-9H-purine-2,8-diamine NC(CN1C2=NC(=NC=C2N=C1NC1=CC(=CC(=C1)C(F)(F)F)Cl)NC1CCCC1)(C)C